C1(=CC(=CC(=C1)O)O)O.[Na] sodium benzene-1,3,5-tri(ol)